C1(CC1)NC(C([C@H](C[C@H]1C(NCC1)=O)NC([C@H](CC(C)C)NC(OC1C(CCC1)CC1=CC(=CC=C1)Cl)=O)=O)O)=O 2-(3-Chlorobenzyl)cyclopentyl ((2S)-1-(((2S)-4-(cyclopropylamino)-3-hydroxy-4-oxo-1-((S)-2-oxopyrrolidin-3-yl)butan-2-yl)amino)-4-methyl-1-oxopentan-2-yl)carbamate